methyl (S)-3-(8-((3-nitropyridin-2-yl)amino)imidazo[1,2-a]pyridin-5-yl)-2-(tritylamino)propanoate [N+](=O)([O-])C=1C(=NC=CC1)NC=1C=2N(C(=CC1)C[C@@H](C(=O)OC)NC(C1=CC=CC=C1)(C1=CC=CC=C1)C1=CC=CC=C1)C=CN2